3-trifluoromethylsulfonylthiotetrahydrothiophene-1,1-dioxide FC(S(=O)(=O)SC1CS(CC1)(=O)=O)(F)F